FCC1(CC1)C(=O)C=1N=C2N(N1)[C@@H](C[C@@H]2F)C2=CC=CC=C2 [1-(Fluoromethyl)cyclopropyl]-[(5S,7S)-7-fluoro-5-phenyl-6,7-dihydro-5H-pyrrolo[1,2-b][1,2,4]triazol-2-yl]methanon